FC=1C=C(C=CC1)[C@H]1OC1 (R)-3-fluorophenyl-oxirane